CN(C=O)C1=NC=CC(=C1)Cl N-methyl-(4-chloro-2-pyridyl)formamide